C(C1=CC=CC=C1)N(C(O)=O)[C@H]1CN(CC1)C(C1=C(C=CC(=C1)\C=C\1/OC(C2=CC=CC=C12)=O)F)=O.FC(C(F)(F)F)(F)P(F)(F)(C(C(F)(F)F)F)C(C(F)(F)F)(F)F bis(pentafluoroethyl)(tetrafluoroethyl)difluorophosphorane (R,Z)-benzyl-(1-(2-fluoro-5-((3-oxoisobenzofuran-1(3H)-ylidene)methyl)benzoyl)pyrrolidin-3-yl)carbamate